ClC1=C(C(=O)NC=2C=C3C=CN(C3=CC2)CCOC)C=C(C=C1)CNC(C(C)C)=O 5-(2-chloro-5-(isobutyrylaminomethyl)benzoylamino)-1-(2-methoxyethyl)-1H-indole